5-[(2S)-2-(methoxymethyl)pyrrolidin-1-yl]pyrazin-2-amine COC[C@H]1N(CCC1)C=1N=CC(=NC1)N